N=1C=NN2C1C=C(C=C2)OC2=CC(=C(C=C2C)NC2=NC=NC1=CC(=C(C=C21)NC(C(=CC2N(CCC2)C)F)=O)OCCN2CCOCC2)OC N-(4-((4-([1,2,4]triazolo[1,5-a]pyridin-7-yloxy)-2-methoxy-5-methylphenyl)amino)-7-(2-morpholinoethoxy)quinazolin-6-yl)-2-fluoro-3-(1-methylpyrrolidin-2-yl)acrylamide